3,7-Dimethyloctane-1-al CC(CC=O)CCCC(C)C